2-fluoro-6-methoxy-4-(1-methoxyethyl)benzonitrile FC1=C(C#N)C(=CC(=C1)C(C)OC)OC